ClC1=NC=2N(C(=C1)N(C(OC(C)(C)C)=O)C1=CC(=CC(=C1)C)C(F)(F)F)N=CC2C2CC2 tert-butyl (5-chloro-3-cyclopropylpyrazolo[1,5-a]pyrimidin-7-yl)(5-methyl-3-trifluoromethylphenyl)carbamate